(1S,3S)-N3-[5-(1-ethylpropyl)pyrazolo[1,5-a]pyrimidin-7-yl]cyclopentane-1,3-diamine C(C)C(CC)C1=NC=2N(C(=C1)N[C@@H]1C[C@H](CC1)N)N=CC2